2-(4-fluorophenyl)-9H-pyrimido[4,5-b]indole FC1=CC=C(C=C1)C=1N=CC2=C(NC3=CC=CC=C23)N1